ClC1=CC(=C(C(=C1)C1=CC=C(C=C1)OCC=1N=NN(N1)C1OCCN1)N)F 5-chloro-3-fluoro-4'-{[2-(oxazolidin-2-yl)-2H-tetrazol-5-yl]methoxy}[1,1'-biphenyl]-2-amine